ethyl (S)-1-(3-fluoro-4-nitrobenzoyl)piperidine-3-carboxylate FC=1C=C(C(=O)N2C[C@H](CCC2)C(=O)OCC)C=CC1[N+](=O)[O-]